N-[1-[2-[(1-ethylpyrazol-3-yl)amino]-5-methyl-pyrimidin-4-yl]-3-methylindol-5-yl]prop-2-enamide C(C)N1N=C(C=C1)NC1=NC=C(C(=N1)N1C=C(C2=CC(=CC=C12)NC(C=C)=O)C)C